(R)-2-(1-(2-(1,3,4-oxadiazol-2-yl)-2-azaspiro[3.4]octan-6-yl)piperidin-4-yl)-4-fluorophenol O1C(=NN=C1)N1CC2(C1)C[C@@H](CC2)N2CCC(CC2)C2=C(C=CC(=C2)F)O